FC1=C(C(=O)N([C@H]2CNCCC2)C2=NC=CC3=C(C=CC(=C23)C)F)C=CC(=C1)N1N=NC(=C1)C (R)-2-fluoro-N-(5-fluoro-8-methylisoquinolin-1-yl)-4-(4-methyl-1H-1,2,3-triazol-1-yl)-N-(piperidin-3-yl)benzamide